O=C1N(C(C2=CC=CC=C12)=O)[C@H]1CN(CC[C@H]1OC)C(=O)OC(C)(C)C tert-butyl (3S,4R)-3-(1,3-dioxoisoindol-2-yl)-4-methoxypiperidine-1-carboxylate